ClC1=C(C=C2C=C(N=CC2=C1)NC(=O)[C@H]1CC12CCOCC2)[C@@H]2CC[C@H](CC2)N2CC(C2)F (1S)-N-(7-chloro-6-(trans-4-(3-fluoroazetidin-1-yl)cyclohexyl)isoquinolin-3-yl)-6-oxaspiro[2.5]octane-1-carboxamide